O.N[C@H](C(=O)O)C=S=O (2R)-2-amino-3-sulfinylpropionic acid monohydrate